COC=1C=2N(C=C(C1)C1=C(C(=NN1)C=1SC3=C(N1)CC[C@H](C3)NC)CC(F)(F)F)N=CN2 |r| racemic-2-(5-(8-methoxy-[1,2,4]triazolo[1,5-a]pyridin-6-yl)-4-(2,2,2-trifluoroethyl)-1H-pyrazol-3-yl)-N-methyl-4,5,6,7-tetrahydrobenzo[d]thiazol-6-amine